N-(2-methacryloyloxyethyl)-2-pyrrolidinone C(C(=C)C)(=O)OCCN1C(CCC1)=O